C1(=CC=CC=C1)NC=1C2=C(SC1)C=CS2 N-phenylthieno[3,2-b]thiophen-3-amine